2-(4-methoxyphenyl)succinic acid COC1=CC=C(C=C1)C(C(=O)O)CC(=O)O